tert-butyl (1R,3S,4S)-3-(6-(4,4,5,5-tetramethyl-1,3,2-dioxaborolan-2-yl)-1H-benzo[d]imidazol-2-yl)-2-azabicyclo[2.2.1]heptane-2-carboxylate CC1(OB(OC1(C)C)C=1C=CC2=C(NC(=N2)[C@H]2N([C@@H]3CC[C@H]2C3)C(=O)OC(C)(C)C)C1)C